(5R,6S,8R)-8-[(1S,2R)-2,6-Difluoro-1-hydroxy-7-(1-methyl-2-methyl-5-imidazolyl)-4-indanyl]-3,5,6-trifluoro-5,6,7,8-tetrahydro-1-naphthonitrile F[C@H]1[C@H](C2=C(C(=CC(=C2C1)[C@H]1C[C@@H]([C@@H](C=2C=C(C=C(C12)C#N)F)F)F)F)C1=CN=C(N1C)C)O